C1(=CC=CC=C1)[O-].C(C(C)C)[Al+]CC(C)C diisobutyl-aluminium phenolate